5-Chloro-1-(4-fluoro-3-(methoxymethoxy)-5-(trifluoromethyl)phenyl)-1H-pyrazolo[3,4-c]pyridazine ClC=1C=C2C(=NN1)N(N=C2)C2=CC(=C(C(=C2)C(F)(F)F)F)OCOC